tert-butyl (S)-2-((tert-butoxycarbonyl)amino)-3-(5-cyano-2-fluorophenyl)propanoate C(C)(C)(C)OC(=O)N[C@H](C(=O)OC(C)(C)C)CC1=C(C=CC(=C1)C#N)F